4-(4-(2-chloro-3-cyanopyridin-4-yl)-1,4-diazepan-1-yl)-N-(3-hydroxypropyl)-N-methylbenzamide ClC1=NC=CC(=C1C#N)N1CCN(CCC1)C1=CC=C(C(=O)N(C)CCCO)C=C1